(R,S)-N-benzyl-2-(2,5-dioxo-2,5-dihydro-1H-pyrrol-1-yl)propanamide C(C1=CC=CC=C1)NC([C@@H](C)N1C(C=CC1=O)=O)=O